ethyl cyanopropionate C(#N)C(C(=O)OCC)C